BrC1=C(C(=CC=C1Cl)F)C=1C(N(N=C(C1O)C)C)=O (2-bromo-3-chloro-6-fluoro-phenyl)-5-hydroxy-2,6-dimethyl-pyridazin-3-one